C(C)OC(=O)C1=CN(C2=NC(=CC=C2C1=O)Cl)C1=NC(=NS1)Cl 7-chloro-1-(3-chloro-1,2,4-thiadiazol-5-yl)-4-oxo-1,4-dihydro-1,8-naphthyridine-3-carboxylic acid ethyl ester